ClC1=C(C=CC=C1)C1=C(NC=2C3=C(CCC12)C=CC=C3)C(=O)O 3-(2-chlorophenyl)-4,5-dihydro-1H-benzo[g]indole-2-carboxylic acid